1-(5-methylpyridin-3-yl)hydrazine-1,2-dicarboxylic acid di-tert-butyl ester C(C)(C)(C)OC(=O)N(NC(=O)OC(C)(C)C)C=1C=NC=C(C1)C